OC=1C2=C(N=CN1)NC1=C2CN(CC1)C(=O)OCC1=CC=CC=C1 benzyl 4-hydroxy-5,7,8,9-tetrahydro-6H-pyrido[3',4':4,5]pyrrolo[2,3-d]pyrimidine-6-carboxylate